BrC1=C(OC=2C(=NN(C2)CC(C)C)C)C=C(C=C1)F 4-(2-bromo-5-fluorophenoxy)-3-methyl-1-(2-methylpropyl)pyrazole